[Cr].[Ni] nickel chromium